OC(C(=O)N)CC(=O)N.[N] nitrogen hydroxysuccinamide